6-fluoro-N-(1,1,1,3,3,3-hexafluoroprop-2-yl)-7-[(2R)-2-(hydroxymethyl)piperidin-1-yl]-4-oxo-1-(2,4,6-trifluorophenyl)-1,4-dihydro-1,8-naphthyridine-3-carboxamide FC=1C=C2C(C(=CN(C2=NC1N1[C@H](CCCC1)CO)C1=C(C=C(C=C1F)F)F)C(=O)NC(C(F)(F)F)C(F)(F)F)=O